S(N)(=O)(=O)C=1N=NNC1 sulfamoyltriazol